tert-butyl 3-((4-((2-ethyl-4-((3-iodoimidazo[1,2-a]pyrazin-8-yl)amino)benzamido)methyl)piperidin-1-yl)methyl)azetidine-1-carboxylate C(C)C1=C(C(=O)NCC2CCN(CC2)CC2CN(C2)C(=O)OC(C)(C)C)C=CC(=C1)NC=1C=2N(C=CN1)C(=CN2)I